C(CCCCCCC)C1=CC=C(C=C1)P(C1=CC=CC=C1)C1=CC=CC=C1 (p-octyl-phenyl)diphenyl-phosphine